N-isopropyl-5-(4-(trifluoromethyl)phenyl)naphtho[1,2-d]thiazole C(C)(C)N1CSC2=C1C1=CC=CC=C1C(=C2)C2=CC=C(C=C2)C(F)(F)F